C(=C)C1=CC=C(C=C1)C1=C(C(=C(C=C1N)N)C1=CC=C(C=C1)C=C)N bis(4-vinylphenyl)benzene-1,3,5-triamine